FC(C(=O)O)(F)F.NCCOC1=C(C=C(C=C1)F)C1N(CCC1)C1=NC=2N(C=C1)N=CC2N 5-(2-(2-(2-aminoethoxy)-5-fluorophenyl)pyrrolidin-1-yl)pyrazolo[1,5-a]Pyrimidine-3-amine trifluoroacetate salt